cis-N1-(5-(3-ethylimidazo[1,2-a]pyrimidin-6-yl)pyrrolo[2,1-f][1,2,4]triazin-2-yl)-N3,N3-dimethylcyclobutane-1,3-diamine C(C)C1=CN=C2N1C=C(C=N2)C=2C=CN1N=C(N=CC12)N[C@@H]1C[C@@H](C1)N(C)C